[C@H](C)(CC)[C@@H]1N(CC2=C(NC1=O)C=CC=C2)C(=O)N2C[C@H](CC2)C(=O)OC methyl (S)-1-((S)-3-((S)-sec-butyl)-2-oxo-2,3,4,5-tetrahydro-1H-benzo[e][1,4]diazepine-4-carbonyl)pyrrolidine-3-carboxylate